ClCC(=O)Cl dichloroethaneOne